1-((1-ethyl-1H-imidazol-2-yl)methyl)-1H-thieno[2,3-d]Imidazole-5-carboxylic acid ethyl ester C(C)OC(=O)C1=CC2=C(N=CN2CC=2N(C=CN2)CC)S1